CN1C(N(C(C1)=O)CCC1=CC=CC=C1)=S 1-methyl-3-phenethyl-2-thioxoimidazol-4-one